N-methyl-1-(2-trimethylsilylethoxymethyl)imidazol-2-amine CNC=1N(C=CN1)COCC[Si](C)(C)C